7-hydroxy-5-oxaspiro[2.4]heptan-6-one OC1C(OCC12CC2)=O